(2S)-1-(9H-fluoren-9-ylmethoxycarbonyl)pyrrolidine-2-carboxylic acid C1=CC=CC=2C3=CC=CC=C3C(C12)COC(=O)N1[C@@H](CCC1)C(=O)O